OCCCCN1C=NC2=C1C=CC=C2 1-(4-hydroxybutyl)benzimidazol